acryloyloxyoctylhydrogenphosphate C(C=C)(=O)OCCCCCCCCOP(=O)(O)[O-]